(5R)-3-[4-(1-ethyl-1H-pyrazol-4-yl)phenyl]-5-(trifluoromethyl)-4,5-dihydro-1,2-oxazol-5-yl acetate C(C)(=O)O[C@@]1(CC(=NO1)C1=CC=C(C=C1)C=1C=NN(C1)CC)C(F)(F)F